NC=1C=NC=NC1N 5,6-diaminopyrimidin